CN(C)CC=1C=C(C=C(C1)OCCCCCCCCCCCCCCCCCC(=O)[O-])OCCCCCCCCCCCCCCCCCC(=O)[O-] ((5-((dimethylamino)methyl)-1,3-phenylene)bis(oxy))bis(octane-8,1-diyl)bis(decanoate)